C(C=C)C(=O)[O-].[Na+] sodium allylformate